C(C)(C)(C)OC(=O)N1CC(C(CCC1)N=[N+]=[N-])N=[N+]=[N-] 3,4-diazidoazepane-1-carboxylic acid tert-butyl ester